CN(C=1C=CC(=C(C1)N1/C(/SCC1=O)=N/C(=O)NC1=C(C=C(C=C1)C1=NN(C=N1)C1=CC=C(C=C1)OC(F)(F)F)OC)OCCC(F)(F)F)C (Z)-1-(3-(5-(dimethylamino)-2-(3,3,3-trifluoropropoxy)phenyl)-4-oxothiazolidin-2-ylidene)-3-(2-methoxy-4-(1-(4-(trifluoromethoxy)phenyl)-1H-1,2,4-triazol-3-yl)phenyl)urea